N-(3-(2,6-dioxopiperidin-3-yl)benzofuran-5-yl)-8-(piperidin-1-yl)octanamide O=C1NC(CCC1C1=COC2=C1C=C(C=C2)NC(CCCCCCCN2CCCCC2)=O)=O